C(C)OC(=O)C1=NN(N=C1C)C=1C=C2C(=CNC2=CC1)C=O.ClCC(=O)N1CC(OCC1)C=1C=C2C(=C(NC2=CC1)C=1C=C(C=2N(C1)N=CN2)OC)C(C)C 2-chloro-1-(2-(3-isopropyl-2-(8-methoxy-[1,2,4]triazolo[1,5-a]pyridin-6-yl)-1H-indol-5-yl)morpholino)ethanone ethyl-2-(3-formyl-1H-indole-5-yl)-5-methyl-1,2,3-triazole-4-formate